C(C)OC(=O)C=1C(C=C2N(C(CC3=CC(=C(C=C23)OC)C2=CN=C(S2)COC(F)F)C(C)(C)C)C1)=O 6-tert-butyl-9-{2-[(difluoromethoxy)methyl]thiazol-5-yl}-10-methoxy-2-oxo-6,7-dihydro-2H-pyrido[2,1-a]isoquinoline-3-carboxylic acid ethyl ester